tert-Butyl 3-(5-(3-(4-bromo-6-chloro-1-(tetrahydro-2H-pyran-2-yl)-1H-indazol-5-yl)propyl)-1,2,4-oxadiazol-3-yl)azepane-1-carboxylate BrC1=C2C=NN(C2=CC(=C1CCCC1=NC(=NO1)C1CN(CCCC1)C(=O)OC(C)(C)C)Cl)C1OCCCC1